C(=C)C1=CC=C(C=C1)CCCCCCC1=CC=C(C=C1)C=C 1,6-bis(4-vinylphenyl)hexane